C(C)(C)(C)OC(=O)N(CCC(=O)O)C=1N=NC(=CC1)OCC1=CC=C(C=C1)OC 3-((tert-butoxycarbonyl)(6-((4-methoxybenzyl)oxy)pyridazin-3-yl)amino)propanoic acid